BrC=1C(=C(C=CC1)NC=1C2=C(N=C(N1)C(F)F)C=C(C=N2)C=C)C N-(3-bromo-2-methyl-phenyl)-2-(difluoromethyl)-7-vinyl-pyrido[3,2-d]pyrimidin-4-amine